6-Chloro-9-methyl-2-(propylthio)-9H-purine ClC1=C2N=CN(C2=NC(=N1)SCCC)C